2-(4-(diphenyl(3-(4,4,5,5-tetramethyl-1,3,2-dioxaborolan-2-yl)phenyl)silyl)phenyl)-3,5,6-triphenylpyrazine C1(=CC=CC=C1)[Si](C1=CC=C(C=C1)C1=NC(=C(N=C1C1=CC=CC=C1)C1=CC=CC=C1)C1=CC=CC=C1)(C1=CC(=CC=C1)B1OC(C(O1)(C)C)(C)C)C1=CC=CC=C1